C(C=C)(=O)N1[C@H](CN(CC1)C1=NC(=NC=2C[C@@H](CCC12)N1C(CC2=CC=CC=C12)C)OCCN1CCOCC1)CC#N 2-((2S)-1-Acryloyl-4-((7R)-7-(2-methylindolin-1-yl)-2-(2-morpholinoethoxy)-5,6,7,8-tetrahydroquinazolin-4-yl)piperazin-2-yl)acetonitrile